2-[(3-phenyliminocyclohexen-1-yl)amino]acetic acid C1(=CC=CC=C1)N=C1C=C(CCC1)NCC(=O)O